The molecule is a hydroxy fatty acyl-CoA that results from the formal condensation of the thiol group of coenzyme A with the carboxy group of 3-methylnonanoic acid. It is a medium-chain fatty acyl-CoA and a methyl-branched fatty acyl-CoA. It is a conjugate acid of a 3-methylnonanoyl-CoA(4-). CCCCCCC(C)CC(=O)SCCNC(=O)CCNC(=O)[C@@H](C(C)(C)COP(=O)(O)OP(=O)(O)OC[C@@H]1[C@H]([C@H]([C@@H](O1)N2C=NC3=C(N=CN=C32)N)O)OP(=O)(O)O)O